BrCCCCCCO[Si](OC(OCCCCCCCCC)C)(C)C 1-bromo-8,8,10-trimethyl-7,9,11-trioxa-8-silaeicosane